COC1(COC1)C1=NC=CC(=C1C1CCN(CC1)C1=CC(=NC(=N1)C(F)(F)F)N1[C@@H]([C@@H](C1)N1CCN(CC1)C(=O)OC(C)(C)C)C)C tert-butyl 4-((2R,3R)-1-(6-(4-(2-(3-methoxyoxetan-3-yl)-4-methylpyridin-3-yl)piperidin-1-yl)-2-(trifluoromethyl)pyrimidin-4-yl)-2-methylazetidin-3-yl)piperazine-1-carboxylate